9-((2,6-diisopropylphenyl)amino)-8-nitrodibenzo[b,d]furan-3-carbonitrile C(C)(C)C1=C(C(=CC=C1)C(C)C)NC1=C(C=CC2=C1C1=C(O2)C=C(C=C1)C#N)[N+](=O)[O-]